S(C)(=O)(=O)O.N1C=NC=C1 Imidazol mesylate